NC(C(CC1=CC=C(C=C1)C(C(=O)OC)(C)C)(C)C)=O methyl 2-(4-(3-amino-2,2-dimethyl-3-oxopropyl) phenyl)-2-methylpropionate